CSC1=NC(=C2NC=NC2=N1)NCCC(=C)C 2-methylsulfanyl-N6-Isopentenyl-adenine